(S)-2-methyl-5-((1-methylpyrrolidin-2-yl)methoxy)benzoic acid CC1=C(C(=O)O)C=C(C=C1)OC[C@H]1N(CCC1)C